ethyl-1,4-diazepane-1-carboxamide C(C)C1N(CCCNC1)C(=O)N